3-{[(tert-butoxy)carbonyl]amino}propanoic acid C(C)(C)(C)OC(=O)NCCC(=O)O